FC=1C=C(C=C(C1)F)[C@H]1CCC=2N1C=C(N2)NC([C@H](C)N2C[C@H](C(CC2)(F)F)C2=CC=[N+](C=C2)[O-])=O 4-((R)-1-((S)-1-(((R)-5-(3,5-difluorophenyl)-6,7-dihydro-5H-pyrrolo[1,2-a]imidazol-2-yl)amino)-1-oxopropan-2-yl)-4,4-difluoropiperidin-3-yl)pyridine 1-oxide